OC1=CC=C(C=C1)S(=O)(=O)NC1=CC=CC=C1 4-hydroxybenzenesulfonanilide